2-(2-bromo-1,3-thiazol-5-yl)-3-methyl-5-(trifluoromethyl)imidazole BrC=1SC(=CN1)C1=NC(=CN1C)C(F)(F)F